methyl-diethyl-ethylene CC(=CCC)CC